ClC=1C=C(C=C2C(=C(C=NC12)C#N)NC1=C(C(=C(C=C1)Cl)Cl)F)N[C@@H](C=1C(=NC=CC1)C)C=1N=NN(C1)C(C)C (S)-8-chloro-4-((3,4-dichloro-2-fluorophenyl)amino)-6-(((1-isopropyl-1H-1,2,3-triazol-4-yl)(2-methylpyridin-3-yl)methyl)amino)quinoline-3-carbonitrile